decenyl-heptanedioic anhydride C(=CCCCCCCCC)C1C(=O)OC(CCCC1)=O